ClC1=NC(SC2=C1C=CC=C2Cl)(C)C 4,8-dichloro-2,2-dimethyl-1,3-benzothiazine